zinc compound with imidazole N1C=NC=C1.[Zn]